NC1=NNC2=NC(=CC=C21)C2=CC=C(C=C2)C=2C(=C(C=C(C2)OC)S(=O)(=O)N)Cl (4-(3-amino-1H-pyrazolo[3,4-b]pyridin-6-yl)-phenyl)-2-chloro-5-methoxybenzenesulfonamide